(±)-trans-2-(methoxymethyl)cyclopropanecarboxylic acid ethyl ester C(C)OC(=O)[C@H]1[C@@H](C1)COC |r|